1-butyl-3-butyl-pyridinium chloride [Cl-].C(CCC)[N+]1=CC(=CC=C1)CCCC